C(C1=CC=CC=C1)N1N=CC(=C1)C=1C(=CC(N(C1)C)=O)C=1SC=CC1 5-(1-benzyl-1H-pyrazol-4-yl)-1-methyl-4-(thiophen-2-yl)pyridin-2(1H)-one